CN(CCN(C=1C(=CC(=C(C1)OC)NC1=NC=CC(=N1)C1=CN(C2=CC(=CC=C12)C#C[Si](C)(C)C)C)N)C)C N1-(2-(dimethylamino)ethyl)-5-methoxy-N1-methyl-N4-(4-(1-methyl-6-((trimethylsilyl)ethynyl)-1H-indol-3-yl)pyrimidin-2-yl)benzene-1,2,4-triamine